NC1=C2N=CN(C2=NC(=N1)F)[C@H]1C[C@@H]([C@@](O1)(C#C)CO[P@@](=O)(OC1=CC=CC=C1)N[C@@H](CC1=CC=CC=C1)C(=O)OCCCCCCCCCCCCCCC)O Pentadecyl ((R)-(((2R,3S,5R)-5-(6-amino-2-fluoro-9H-purin-9-yl)-2-ethynyl-3-hydroxytetrahydrofuran-2-yl) methoxy)(phenoxy)phosphoryl)-L-phenylalaninate